CC(CCCCCCCCCCCCCCCC)[NH3+] 2-octadecylammonium